CN1N=C(N=N1)C1=NN2C(CNCCC2)=C1 2-(2-methyltetrazol-5-yl)-4,6,7,8-tetrahydropyrazolo[1,5-a][1,4]diazepine